BrC/C=C/C(=O)N1[C@H](CC1)COC=1C=NC=CC1C1=C(C=2C(NCCC2N1)=O)NC1=C(C(=CC=C1)Cl)OC 2-(3-{[(2R)-1-[(2E)-4-bromobut-2-enoyl]azetidin-2-yl]methoxy}pyridin-4-yl)-3-[(3-chloro-2-methoxyphenyl)amino]-1H,5H,6H,7H-pyrrolo[3,2-c]pyridin-4-one